C(C)C1(NC(N(C(C1)=O)CC1=CC(=CC=C1)C(NC1C(OC2=C1C=CC=C2)(C)CO)=O)=[NH2+])CC [4,4-diethyl-1-[[3-[[2-(hydroxymethyl)-2-methyl-3H-benzofuran-3-yl]carbamoyl]phenyl]methyl]-6-oxo-hexahydropyrimidin-2-ylidene]ammonium